tert-butyl-3-aminoazetidine-1-carboxylate C(C)(C)(C)OC(=O)N1CC(C1)N